O=C1NC(CCC1N1C(C2=CC=C(C=C2C1)CNC(=O)C1=NC=CC=C1)=O)=O N-((2-(2,6-dioxopiperidin-3-yl)-1-oxoisoindolin-5-yl)methyl)pyridinecarboxamide